(6-((4-(2-amino-7-bromothieno[3,2-d]pyrimidin-4-yl)-1H-1,2,3-triazol-1-yl)methyl)-5-fluoropyridin-2-yl)propan-2-ol NC=1N=C(C2=C(N1)C(=CS2)Br)C=2N=NN(C2)CC2=C(C=CC(=N2)CC(C)O)F